tert-butyl N-[[3-[3-[2-(2-chloro-5-fluoro-pyrimidin-4-yl)-5-fluoro-phenoxy]-1-methyl-propoxy]-5-nitro-phenyl]methyl-methyl-oxo-λ6-sulfanylidene]carbamate ClC1=NC=C(C(=N1)C1=C(OCCC(OC=2C=C(C=C(C2)[N+](=O)[O-])CS(=NC(OC(C)(C)C)=O)(=O)C)C)C=C(C=C1)F)F